C1(=C(C(=C(C(=C1[S-])[S-])[S-])[S-])[S-])[S-] benzenehexathiolate